N-cyclopropyl-4-[6-(2,3-difluoro-4-methoxy-phenoxy)-8-(3,3,3-trifluoropropylamino)imidazo[1,2-b]pyridazin-3-yl]-2-methylbenzamide C1(CC1)NC(C1=C(C=C(C=C1)C1=CN=C2N1N=C(C=C2NCCC(F)(F)F)OC2=C(C(=C(C=C2)OC)F)F)C)=O